2-(2-chlorophenyl)-5-(8-(oxetan-3-yl)-1,2,3,4-tetrahydronaphthalen-2-yl)-4,5,6,7-tetrahydro-3H-imidazo[4,5-c]pyridine ClC1=C(C=CC=C1)C1=NC2=C(CN(CC2)C2CC3=C(C=CC=C3CC2)C2COC2)N1